acetate (ethyloxyl acetate) C(C)OCC(=O)O.C(C)(=O)O